6-[4-[Acetyl-(cyclopropylmethyl)amino]-3-methyl-phenyl]-N-(3-pyridylmethyl)pyridine-3-carboxamide C(C)(=O)N(C1=C(C=C(C=C1)C1=CC=C(C=N1)C(=O)NCC=1C=NC=CC1)C)CC1CC1